O=C1NC(CCC1N1C(C2=CC3=C(C=C2C1=O)N=C(O3)CC3CCNCC3)=O)=O 6-(2,6-dioxopiperidin-3-yl)-2-(piperidin-4-ylmethyl)-5H-oxazolo[4,5-f]isoindole-5,7(6H)-dione